(±)-5-fluoro-4-(4-fluoro-2-methoxyphenyl)-N-[4-[(methylsulfonimidoyl)methyl]pyridin-2-yl]pyridin-2-amine FC=1C(=CC(=NC1)NC1=NC=CC(=C1)C[S@@](=O)(=N)C)C1=C(C=C(C=C1)F)OC |r|